(3r,4s)-4-(4-chloro-2-methoxy-anilino)-3-methyl-piperidine-1-carboxylic acid tert-butyl ester C(C)(C)(C)OC(=O)N1C[C@H]([C@H](CC1)NC1=C(C=C(C=C1)Cl)OC)C